FC(C1=C2C=CC=NC2=CC(=C1)[C@@H]1[C@H](C1)C=1C=2N(N=C(C1)C=1C(NC(NC1)=O)=O)C=CN2)(F)F 5-(8-((1S,2S)-2-(5-(trifluoromethyl)quinolin-7-yl)cyclopropyl)imidazo[1,2-b]pyridazin-6-yl)pyrimidine-2,4(1H,3H)-dione